N[C@H]1CS(C2=C(N(C1=O)CC1=CC=C(C=C1)Cl)C=C(C(=C2)F)C=2OC(=NN2)NC2CC(C2)(F)F)(=O)=O (3R)-3-amino-5-[(4-chlorophenyl)methyl]-7-[5-[(3,3-difluorocyclobutyl)amino]-1,3,4-oxadiazol-2-yl]-8-fluoro-1,1-dioxo-2,3-dihydro-1λ6,5-benzothiazepin-4-one